hydroxyl-(hydroxytrimethylsilane) OC[Si](C)(C)O